OC(C)(C)[C@H]1[C@@H](CCCC1)NC1=NC(=NC=C1C(=O)N)NC1=C(C=C2CCN(CC2=C1)C)OC 4-{[(1R,2R)-2-(2-hydroxypropan-2-yl)cyclohexyl]amino}-2-[(6-methoxy-2-methyl-1,2,3,4-tetrahydroisoquinolin-7-yl)amino]pyrimidine-5-carboxamide